NCC1=CC(=C(C(=C1)C)NC(=O)C1=CC2=C(OCCC3=C2SC=C3)C=C1C=1C(=NC(=CC1)C(NC1CC(C1)(F)F)=O)C(=O)O)C 3-(9-((4-(aminomethyl)-2,6-dimethylphenyl)carbamoyl)-4,5-dihydrobenzo[b]thieno[2,3-d]oxepin-8-yl)-6-((3,3-difluorocyclobutyl)carbamoyl)picolinic acid